1-(7-((3,4-Difluorobenzyl)oxy)-9-oxo-3,4,11,11a-tetrahydro-1H-pyrazino[1',2':3,4]imidazo[1,2-c]pyrimidin-2(9H)-yl)-3-methylbutane-1,2-dione FC=1C=C(COC=2C=C3N(C(N2)=O)CC2N3CCN(C2)C(C(C(C)C)=O)=O)C=CC1F